FC1(NC(C=2C1=NC(=CC2)NC2=NC=C(C(=N2)N[C@H](CO)C2=CC=CC=C2)C=2OC=NN2)=O)F (S)-7,7-difluoro-2-((4-((2-hydroxy-1-phenylethyl)amino)-5-(1,3,4-oxadiazol-2-yl)pyrimidin-2-yl)amino)-6,7-dihydro-5H-pyrrolo[3,4-b]pyridin-5-one